C1(CC1)C=1N=CC2=CC3=C(C(=C2C1)S(NCC(C)C)(=O)=O)CC(CC3)C(=O)NCC(C)(C)C 3-cyclopropyl-N-(2,2-dimethylpropyl)-5-(2-methylpropylsulfamoyl)-6,7,8,9-tetrahydrobenzo[g]isoquinoline-7-carboxamide